N-(4-((6,7-dimethoxy-1,5-naphthyridin-4-yl)oxy)-3-fluorophenyl)-6'-methoxy-4'-methyl-2-oxo-6-(trifluoromethyl)-2H-[1,3'-bipyridine]-3-carboxamide COC=1N=C2C(=CC=NC2=CC1OC)OC1=C(C=C(C=C1)NC(=O)C=1C(N(C(=CC1)C(F)(F)F)C=1C=NC(=CC1C)OC)=O)F